CC1=C(C=NC=2OCCNC21)NC2=C(C(NC=C2)=O)C(=O)NC2=CC=C(C=C2)N2CCN(CC2)CC2NC(CC2)=O 4-((8-methyl-2,3-dihydro-1H-pyrido[2,3-b][1,4]oxazin-7-yl)amino)-2-oxo-N-(4-(4-((5-oxopyrrolidin-2-yl)methyl)piperazin-1-yl)phenyl)-1,2-dihydropyridine-3-carboxamide